N1C=C(C2=CC=CC=C12)C(=O)O Indole-3-formic acid